BrC1=CC(=C(C(=C1)NC)N)[N+](=O)[O-] 5-bromo-N1-methyl-3-nitrobenzene-1,2-diamine